(S)-3,3'-bis(2,4,6-triisopropylphenyl)-1,1'-binaphthol C(C)(C)C1=C(C(=CC(=C1)C(C)C)C(C)C)C1=C(C(=C2C=CC=CC2=C1)C1=CC(=CC2=CC=CC=C12)C1=C(C=C(C=C1C(C)C)C(C)C)C(C)C)O